(1R,2R)-N-(6-cyano-7-(6-((Z)-1-(hydroxyimino)propyl)-4-methylpyridin-3-yl)isoquinolin-3-yl)-2-fluorocyclopropane-1-carboxamide C(#N)C=1C=C2C=C(N=CC2=CC1C=1C=NC(=CC1C)\C(\CC)=N/O)NC(=O)[C@@H]1[C@@H](C1)F